5-((1H-imidazol-2-yl)methoxy)-2-methoxyisonicotinaldehyde N1C(=NC=C1)COC1=CN=C(C=C1C=O)OC